6,10,14-trimethylpentadeca-5,9-dien-2-one CC(=CCCC(C)=O)CCC=C(CCCC(C)C)C